5-chloro-2-fluoro-N-(5-fluoro-1,3-thiazol-2-yl)-4-({4-[(4aR,7aR)-octahydro-6H-pyrrolo[3,4-b]pyridin-6-yl]butyl}amino)benzene-sulfonamide ClC=1C(=CC(=C(C1)S(=O)(=O)NC=1SC(=CN1)F)F)NCCCCN1C[C@@H]2NCCC[C@@H]2C1